(Z)-2-[4-[8-[4-(3-Oxo-3-phenylprop-1-enyl)phenoxy]octoxy]phenyl]but-2-enedioic acid O=C(C=CC1=CC=C(OCCCCCCCCOC2=CC=C(C=C2)/C(/C(=O)O)=C/C(=O)O)C=C1)C1=CC=CC=C1